C(C1=CC=CC=C1)OC=1C=C2CCC(=C(C2=CC1)C1=CC(=C(C=C1)N1CCC(CC1)C(OC)OC)F)CC(C)C 1-(4-(6-(Benzyloxy)-2-isobutyl-3,4-dihydronaphthalen-1-yl)-2-fluorophenyl)-4-(dimethoxymethyl)piperidine